The molecule is a triphenylacetate salt obtained by combining vilanterol with one equivalent of triphenylacetic acid. Used in combination with fluticasone furoate for treatment of bronchospasm associated with chronic obstructive pulmonary disease. It has a role as a beta-adrenergic agonist and a bronchodilator agent. It contains a vilanterol(1+). C1=CC=C(C=C1)C(C2=CC=CC=C2)(C3=CC=CC=C3)C(=O)O.C1=CC(=C(C(=C1)Cl)COCCOCCCCCCNC[C@@H](C2=CC(=C(C=C2)O)CO)O)Cl